C1(CC1)C1=CN=C(S1)NC(C(C)C1=CC(=NC=C1)C=1C=NC(=CC1)NC(C=C)=O)=O N-(4-(1-((5-cyclopropylthiazol-2-yl)amino)-1-oxopropan-2-yl)-[2,3'-bipyridyl]-6'-yl)acrylamide